C(C1=CC=CC=C1)(=O)OCCOCCOCC 2-(2-ethoxyethoxy)ethyl benzoate